C(=C)C=1C=C2C=NC(=NC2=CC1)C1CCN(CC1)C(C)=O 1-(4-(6-vinylquinazolin-2-yl)piperidin-1-yl)ethan-1-one